ClC=1C=C(NC(C)C)C=CC1F 3-chloro-4-fluoro-N-(propan-2-yl)aniline